C(CC)OC(C1=CC=C(C=C1)O)=O propyl-4-hydroxybenzoate